C1(C=CC=C1)[Ti]C=C(C=C(C)C)C cyclopentadienyl-2,4-dimethylpentadienyltitanium